N-(pyridazin-3-yl)azetidine-1-carboxamide N1=NC(=CC=C1)NC(=O)N1CCC1